COC(=O)C1(N=C(CC1)C1=CC=CC=C1)C(F)F 2-(difluoromethyl)-5-phenyl-3,4-dihydro-2H-pyrrole-2-carboxylic acid methyl ester